4-methoxyiminoimidazolidine propionate C(CC)(=O)O.CON=C1NCNC1